N-((R)-1-((1s,4S)-4-(6-fluoroquinolin-4-yl)cyclohexyl)ethyl)-5-(4-(thiazol-2-yl)phenyl)-1,3,4-oxadiazol-2-amine FC=1C=C2C(=CC=NC2=CC1)C1CCC(CC1)[C@@H](C)NC=1OC(=NN1)C1=CC=C(C=C1)C=1SC=CN1